2-ethylhexylurethane C(C)C(CNC(=O)OCC)CCCC